C[C@H](CCC[C@H](C)CCCC(C)C)CCC[C@@H](C)CCOC[C@@H](COP(=O)([O-])OC1[C@@H]([C@H](C([C@H]([C@H]1O)O)O)O)O)OCC[C@H](C)CCC[C@H](C)CCC[C@H](C)CCCC(C)C The molecule is an ionic phospholipid that is the conjugate base of 1-archaetidyl-D-myo-inositol, obtained by deprotonation of the phosphate OH group. It is a conjugate base of a 1-archaetidyl-D-myo-inositol.